(1R,3S,4R)-N-((R)-1-cyano-2-((S)-2-oxopyrrolidin-3-yl)ethyl)-5,5-difluoro-2-((S)-2-hydroxy-2-phenylpropanoyl)-2-azabicyclo[2.2.2]octane-3-carboxamide C(#N)[C@@H](C[C@H]1C(NCC1)=O)NC(=O)[C@H]1N([C@H]2CC([C@@H]1CC2)(F)F)C([C@](C)(C2=CC=CC=C2)O)=O